CC1=C(C=CC=C1NC(\C(=C/C)\C)=O)C1=C2C=C(NC2=C(C=C1)C(=O)N)C=1CCN(CC1)S(=O)(=O)C (Z)-4-(2-methyl-3-(2-methylbut-2-enamido)phenyl)-2-(1-(methylsulfonyl)-1,2,3,6-tetrahydropyridin-4-yl)-1H-indole-7-carboxamide